2-(4-amino-7-methyl-9H-pyrimido[4,5-b]indol-9-yl)acetic acid NC1=NC=NC=2N(C3=CC(=CC=C3C21)C)CC(=O)O